C(#N)C1=C(C=CC=C1)N(S(=O)(=O)C)C N-(2-cyanophenyl)-N-methylmethanesulfonamide